ClC1=CC(=C(C=N1)C(=O)OC)C1=CC(=NC=C1OC)C(F)(F)F methyl 6-chloro-5'-methoxy-2'-(trifluoromethyl)-[4,4'-bipyridine]-3-carboxylate